C[C@@H]1[C@H]([C@@H]([C@H]([C@H](O1)OP(=O)([O-])OP(=O)([O-])OC/C=C(/C)\\CC/C=C(/C)\\CC/C=C(/C)\\CC/C=C(/C)\\CC/C=C(/C)\\CC/C=C(/C)\\CC/C=C(/C)\\CC/C=C(\\C)/CC/C=C(\\C)/CC/C=C(\\C)/CCC=C(C)C)NC(=O)C)O[C@@H]2[C@@H]([C@H]([C@H]([C@H](O2)CO)O[C@@H]3[C@@H]([C@H]([C@H]([C@H](O3)CO)O[C@@H]4[C@@H]([C@H]([C@H]([C@H](O4)CO)O[C@@H]5[C@@H]([C@H]([C@H]([C@H](O5)CO)O[C@@H]6[C@@H]([C@H]([C@H]([C@H](O6)CO)O)O)NC(=O)C)O)NC(=O)C)O)NC(=O)C)O)NC(=O)C)O)NC(=O)C)NC(=O)C The molecule is an organophosphate oxoanion obtained by deprotonation of the diphosphate OH groups of [alpha-D-GalNAc-(1->4)]4-alpha-D-GalNAc-(1->3)-alpha-D-diNAcBac-tritrans,heptacis-undecaprenyl diphosphate; major species at pH 7.3. It is a conjugate base of an [alpha-D-GalNAc-(1->4)]4-alpha-D-GalNAc-(1->3)-alpha-D-diNAcBac-tritrans,heptacis-undecaprenyl diphosphate.